NC1=C(C=CC(=C1N)[N+](=O)[O-])O 2-amino-3-amino-4-nitrophenol